CCCC[Sn](CCCC)(CCCC)O[Sn](CCCC)(CCCC)CCCC BIS(TRIBUTYLTIN) OXIDE